ethyl 2-(2-((5-bromo-2-methyl-2H-indazol-3-yl)methoxy)phenyl)acetate BrC1=CC2=C(N(N=C2C=C1)C)COC1=C(C=CC=C1)CC(=O)OCC